CC1=NC2=CC=C(C=C2C=C1)C(C(F)(F)F)(CC[Si](C)(C)C)OS(=O)(=O)C Methyl-6-(1,1,1-trifluoro-2-((methylsulfonyl)oxy)-4-(trimethylsilyl)butan-2-yl)quinoline